(S)-3-((3-(ethoxymethyl)-3-(2-(4-methylthiophen-2-yl)ethyl)pyrrolidin-1-yl)methyl)-2,6-dimethylpyridine C(C)OC[C@@]1(CN(CC1)CC=1C(=NC(=CC1)C)C)CCC=1SC=C(C1)C